CN1CCC(CC1)OC1=NN=C(O1)[C@@]12CN(C[C@]2(C1)C(F)(F)F)C1=CC=C(C=2N1N=CN2)C#N 5-((1S,5R)-1-(5-((1-methylpiperidin-4-yl)oxy)-1,3,4-oxadiazol-2-yl)-5-(trifluoromethyl)-3-azabicyclo[3.1.0]hexan-3-yl)-[1,2,4]triazolo[1,5-a]pyridine-8-carbonitrile